ON=C(N)C1=C(SC=C1)NC(CC1=CC=C(C=C1)OC)=O N-(3-(N'-hydroxycarbamimidoyl)thiophen-2-yl)-2-(4-methoxyphenyl)acetamide